tert-Butyl 2-[3-[(2,7-dioxoazepan-3-yl)carbamoyl]-2-fluorophenoxy]acetate O=C1NC(CCCC1NC(=O)C=1C(=C(OCC(=O)OC(C)(C)C)C=CC1)F)=O